ethyl piperidin-1-yl(4-(5-(trifluoromethyl)-1,2,4-oxadiazol-3-yl)phenyl)phosphinate N1(CCCCC1)P(OCC)(=O)C1=CC=C(C=C1)C1=NOC(=N1)C(F)(F)F